COC(=O)N1CCC(CC1)N1N=CC(=C1)C1=NNC=2C1=NC(=C(C2)OC)C2=C(C(=CC=C2)C)C 4-(4-(5-(2,3-dimethylphenyl)-6-methoxy-1H-pyrazolo[4,3-b]pyridin-3-yl)-1H-pyrazol-1-yl)piperidine-1-carboxylic acid methyl ester